Iodine (IV) oxide I(=O)=O